C(CCCCC(=O)OC(CCCC)CCCC)(C(=O)OCC1=CC=CC=C1)C(=O)OCC1=CC=CC=C1 1,1-dibenzyl 5-(nonan-5-yl) pentane-1,1,5-tricarboxylate